2-(4-iodophenyl)-1-(2-methoxybenzyl)-5-(trifluoromethyl)-1H-imidazole IC1=CC=C(C=C1)C=1N(C(=CN1)C(F)(F)F)CC1=C(C=CC=C1)OC